1-N-[2-[4-(hydroxymethyl)cyclohexyl]-6-(1-hydroxy-1-methyl-ethyl)indazol-5-yl]pyridine-2-carboxamide OCC1CCC(CC1)N1N=C2C=C(C(=CC2=C1)N1C(C=CC=C1)C(=O)N)C(C)(C)O